(1s,4s)-4-((5-(1-(2,2-difluoroethyl)-2-methyl-1H-benzo[d]imidazol-6-yl)-7H-pyrrolo[2,3-d]pyrimidin-2-yl)amino)-N,N-dimethylcyclohexane-1-carboxamide FC(CN1C(=NC2=C1C=C(C=C2)C2=CNC=1N=C(N=CC12)NC1CCC(CC1)C(=O)N(C)C)C)F